CC=1C(=NC=CC1)O[C@@H]1CNCC1 (S)-3-(3-methylpyridin-2-yloxy)pyrrolidin